O=C1NC(CCC1N1C(C2=CC=CC(=C2C1)NCC(=O)NCCCCCC(=O)OC)=O)=O methyl 6-[[2-[[2-(2,6-dioxo-3-piperidyl)-1-oxo-isoindolin-4-yl]amino]acetyl]amino]hexanoate